FC1(C(C1)CC=1C=CC2=C(C(=C(O2)C)C(=O)O)C1)F 5-((2,2-difluorocyclopropyl)methyl)-2-methylbenzofuran-3-carboxylic acid